methyl((1-((2-(3,5-dichlorophenyl)-6-((6-(piperazin-1-yl)pyridin-3-yl)oxy)pyridin-4-yl)methyl)-4-hydroxypiperidin-4-yl)methyl)carbamate COC(NCC1(CCN(CC1)CC1=CC(=NC(=C1)OC=1C=NC(=CC1)N1CCNCC1)C1=CC(=CC(=C1)Cl)Cl)O)=O